CC1=C(C(=CC=C1)C)NC1=NN(C2=CC(=CC=C12)NC1=CC=CC=C1)CC(=O)N1CCN(CC1)C 2-(3-(2,6-dimethylphenylamino)-6-(phenylamino)-1H-indazol-1-yl)-1-(4-methylpiperazin-1-yl)ethanone